NC1=CC(=C(OC=2C=C3CCN(C(C3=CC2)=O)CC2=CC=C(C=C2)C(F)(F)F)C(=C1)Cl)Cl 6-(4-Amino-2,6-dichlorophenoxy)-2-(4-(trifluoromethyl)benzyl)-3,4-dihydroisoquinolin-1(2H)-one